(1-(4-(1H-pyrazol-1-yl)phenyl)cyclopropyl)carbamic acid tert-butyl ester C(C)(C)(C)OC(NC1(CC1)C1=CC=C(C=C1)N1N=CC=C1)=O